(3R,4R)-1-cyclopentyl-4-{[1-(2,4-difluoro-phenyl)-1H-[1,2,3]triazole-4-carbonyl]-amino}-piperidine-3-carboxylic acid ((R)-1-pyrazin-2-yl-ethyl)-amide N1=C(C=NC=C1)[C@@H](C)NC(=O)[C@@H]1CN(CC[C@H]1NC(=O)C=1N=NN(C1)C1=C(C=C(C=C1)F)F)C1CCCC1